FC(C(=O)[O-])(F)F.FC(C1=NN=C(O1)C1=CN=C(S1)C12[NH2+]CC(NC1)C2)F (5-(5-(difluoromethyl)-1,3,4-oxadiazol-2-yl)thiazol-2-yl)-2,5-diazabicyclo[2.2.1]heptan-2-ium 2,2,2-trifluoroacetate